ClC1=CC=C(C=C1)[C@@]1(CNCC1)NS(=O)(=O)C1=CC=C(C=C1)OC1=CC=C(C=C1)C(F)(F)F (S)-N-(3-(4-chlorophenyl)pyrrolidin-3-yl)-4-(4-(trifluoromethyl)phenoxy)benzenesulfonamide